pyridinio-benzoquinonolate [N+]1(=CC=CC=C1)C1=C(C(C=CC1=O)=O)[O-]